ClC1=CC(=C(CNC(OC(C)(C)C)=O)C=C1)C1CC1 tert-butyl (4-chloro-2-cyclopropylbenzyl)carbamate